Cl.FC(OC=1C=C(C(=O)NN)C=CC1)(F)F 3-trifluoromethoxybenzoyl-hydrazine hydrochloride